N1CCC(CC1)NC(=O)C1=NC=CC=C1 N-(4-piperidinyl)pyridine-2-carboxamide